1,3,4,5-tetrahydrobenzindole N1CCC=2CCC3=C(C12)C=CC=C3